O[Pt+3] hydroxy-cis-platinum (IV)